5-((Benzyloxy)methyl)-2-(4-chloro-5-((1,1,1-trifluoropropan-2-yl)oxy)-1,6-naphthyridin-7-yl)-4-ethyl-2,4-dihydro-3H-1,2,4-triazol-3-one C(C1=CC=CC=C1)OCC=1N(C(N(N1)C1=NC(=C2C(=CC=NC2=C1)Cl)OC(C(F)(F)F)C)=O)CC